ClC1=C(C=C(C(=C1)OC)OC)C1=NC=CC=N1 2-(2-chloro-4,5-dimethoxyphenyl)pyrimidine